(R)-N-cyclopropyl-2-(4-(4-fluoropyrazolo[1,5-a]pyridin-2-yl)-1,4,6,7-tetrahydro-5H-imidazo[4,5-c]pyridin-5-yl)pyrimidine-5-carboxamide C1(CC1)NC(=O)C=1C=NC(=NC1)N1[C@H](C2=C(CC1)NC=N2)C2=NN1C(C(=CC=C1)F)=C2